C1(CC1)OCC1=NC=CC(=C1)C1=NOC(=N1)[C@H](C)NC(=O)C1=CC(=NN1C)C(F)(F)F (S)-N-(1-(3-(2-(cyclopropoxymethyl)pyridin-4-yl)-1,2,4-oxadiazol-5-yl)ethyl)-1-methyl-3-(trifluoromethyl)-1H-pyrazole-5-carboxamide